C1(CC1)C=1C=C(C=CC1)C1=NC=NC=C1F 4-(3-cyclopropylphenyl)-5-fluoropyrimidin